ClC1=CC=C(C=C1)C1=CC(=NC(=N1)C=1C=NC=CC1)N1C[C@H](CC1)CO (S)-(1-(6-(4-chlorophenyl)-2-(pyridin-3-yl)pyrimidin-4-yl)pyrrolidin-3-yl)methanol